2-(((1S,6R)-6-(6-((4-chloro-2-fluorobenzyl)oxy)pyridin-2-yl)-3-azabicyclo[4.1.0]heptan-3-yl)methyl)-1-(((S)-oxetan-2-yl)methyl)-1H-benzo[d]imidazole-6-carboxylic acid ClC1=CC(=C(COC2=CC=CC(=N2)[C@@]23CCN(C[C@H]3C2)CC2=NC3=C(N2C[C@H]2OCC2)C=C(C=C3)C(=O)O)C=C1)F